3-chloro-4-((S)-2-(dimethylamino)-3-((R)-3-(pyridin-3-yl)-3-(1-(trifluoromethyl)cyclopropyl)propanamido)propyl)benzamide ClC=1C=C(C(=O)N)C=CC1C[C@@H](CNC(C[C@@H](C1(CC1)C(F)(F)F)C=1C=NC=CC1)=O)N(C)C